C(C)(C)(C)OOC1CC(CC(C1)C)(C)C 1-t-butylperoxy-3,3,5-trimethylcyclohexane